[N+](=O)(O)[O-].N1=CN=C2NC=NC2=C1N1C[C@@H](CCC1)NC(C=C)=O (R)-N-(1-(9H-purin-6-yl)piperidin-3-yl)acrylamide nitrate salt